5-(bromomethyl)pyrimidine-2-carboxylic acid methyl ester COC(=O)C1=NC=C(C=N1)CBr